4-coumaroyl-COA C(\C=C\C1=CC=C(C=C1)O)(=O)SCCNC(CCNC([C@@H](C(COP(OP(OC[C@@H]1[C@H]([C@H]([C@@H](O1)N1C=NC=2C(N)=NC=NC12)O)OP(=O)(O)O)(=O)O)(=O)O)(C)C)O)=O)=O